tert-butyl (3R,5R)-3,5-dimethyl-4-{5-nitro-6-[(pyridin-4-yl)amino]pyridin-2-yl}piperazine-1-carboxylate C[C@@H]1CN(C[C@H](N1C1=NC(=C(C=C1)[N+](=O)[O-])NC1=CC=NC=C1)C)C(=O)OC(C)(C)C